lithium 2'-carbamoyl-5'-methoxy-6-methyl-[4,4'-bipyridine]-3-carboxylate C(N)(=O)C1=NC=C(C(=C1)C1=C(C=NC(=C1)C)C(=O)[O-])OC.[Li+]